1-(2-fluoropyridin-3-yl) ethyl(3-methyl-5-(5-nitropyridin-2-yl)isoxazol-4-yl)carbamate C(C)N(C(OC=1C(=NC=CC1)F)=O)C=1C(=NOC1C1=NC=C(C=C1)[N+](=O)[O-])C